1-[6-[5-methyl-3-(trifluoromethyl)pyrazol-1-yl]pyridin-3-yl]methanamine CC1=CC(=NN1C1=CC=C(C=N1)CN)C(F)(F)F